N-(1-(1-(2-((1s,4s)-4-(2-Methylphenoxy)cyclohexyl)ethyl)-1,4,5,6-tetrahydrocyclopenta[c]pyrazol-3-carbonyl)piperidin-4-yl)acetamid CC1=C(OC2CCC(CC2)CCN2N=C(C3=C2CCC3)C(=O)N3CCC(CC3)NC(C)=O)C=CC=C1